tert-butyl (S)-3-((6-(6-fluoro-5-((3,3,3-trifluoropropyl)sulfonamido)naphthalen-1-yl)-8-methyl-7-oxo-7,8-dihydropyrido[2,3-d]pyrimidin-2-yl)amino)piperidine-1-carboxylate FC=1C(=C2C=CC=C(C2=CC1)C1=CC2=C(N=C(N=C2)N[C@@H]2CN(CCC2)C(=O)OC(C)(C)C)N(C1=O)C)NS(=O)(=O)CCC(F)(F)F